[Pt+2].C(CC)[Si](C(C(=O)CC)C(=O)CC)(OC)OC.C(CC)[Si](C(C(=O)CC)C(=O)CC)(OC)OC bis[2-(propyldimethoxysilyl)1,3-diethyl-1,3-propanedione] platinum (II)